4-(4-aminophenyl)piperidin-1-carboxylic acid tert-butyl ester C(C)(C)(C)OC(=O)N1CCC(CC1)C1=CC=C(C=C1)N